N-cyclopropyl-N-(cyclopropylmethyl)-2-(6-fluoro-1-methyl-1H-indol-4-yl)-6,7-dimethoxy-1-oxo-1,2-dihydroisoquinoline-4-carboxamide C1(CC1)N(C(=O)C1=CN(C(C2=CC(=C(C=C12)OC)OC)=O)C1=C2C=CN(C2=CC(=C1)F)C)CC1CC1